C(C)(C)(C)NC1CN(CC(N1)NC(C)(C)C)CC 3,5-di(tert-butyl)aminoethylpiperazine